C1(CC1)C1=C(C(=CC=C1)F)C1=NC=CC2=C1CN(C2=O)C2=NC(=NC(=C2)C)N2CCNCC2 4-(2-cyclopropyl-6-fluorophenyl)-2-(6-methyl-2-(piperazin-1-yl)pyrimidin-4-yl)-2,3-dihydro-1H-pyrrolo[3,4-c]pyridin-1-one